ClC(C1=NN=C2N1C=C(N=C2)C=2C=NC(=CC2)OC(C(F)(F)F)C2CC2)(F)F 3-[chloro(difluoro)methyl]-6-[6-(1-cyclopropyl-2,2,2-trifluoro-ethoxy)-3-pyridyl]-[1,2,4]triazolo[4,3-a]pyrazine